COCC1=CC(=CC(=C1O)COC)C 2,6-dimethoxymethyl-p-cresol